C(C)(C)(C)OC(CC(=O)NCC1=CC=CC=C1)=O 3-(benzylamino)-3-oxopropanoic acid tert-butyl ester